The molecule is a primary alcohol that is pentan-1-ol bearing an additional methyl substituent at position 4. It has a role as a metabolite. It is a primary alcohol and an alkyl alcohol. CC(C)CCCO